N-((4-(4-fluorophenyl)-1,8-naphthyridin-2-yl)methyl)acetamide FC1=CC=C(C=C1)C1=CC(=NC2=NC=CC=C12)CNC(C)=O